N=1C(C(C=C2C=CC3=CC=CN=C3C12)=O)=O [1,10]phenanthrolinedione